ClC1=C(C=CC(=C1)S(=O)(=O)C)C1=CSC2=C1NC(=NS2(=O)=O)NC 5-(2-Chloro-4-methylsulfonyl-phenyl)-N-methyl-1,1-dioxo-4H-thieno[3,2-e][1,2,4]thiadiazin-3-amine